N1(CCCC2=CC=CC=C12)C(=O)ON=CC1=CC=C(C=C1)Cl 4-chlorobenzaldehyde O-(1,2,3,4-tetrahydroquinoline-1-carbonyl) oxime